NC1=C(C=CC(=C1)N)CC(=O)O 2,4-diaminophenylacetic acid